Lysino-alanine N([C@@H](CCCCN)C(=O)O)N[C@@H](C)C(=O)O